NC1=C(C(=NN1C1(CC1)C)C1=CC=C(C=C1)CC(=O)NC1=NOC(=C1)CC(C)(C)C)C#N 2-(4-(5-amino-4-cyano-1-(1-methylcyclopropyl)-1H-pyrazol-3-yl)phenyl)-N-(5-neopentylisoxazol-3-yl)acetamide